FC1=C(C(=C2C=CNC2=C1F)SC)OC1=CC(=C(C=C1)F)C=1NC=C(N1)[C@@]1(CCOC2=CC=CC=C12)C 6,7-difluoro-5-[4-fluoro-3-[4-[(4R)-4-methylchroman-4-yl]-1H-imidazol-2-yl]phenoxy]-4-methylsulfanyl-1H-indole